Methyl 3-chloro-5-[[2,4-difluoro-5-[5-fluoro-2-(2-hydroxyethyl)phenyl]phenyl]sulfamoyl]-4-methoxy-benzoate ClC=1C=C(C(=O)OC)C=C(C1OC)S(NC1=C(C=C(C(=C1)C1=C(C=CC(=C1)F)CCO)F)F)(=O)=O